N1-(4-(1-(2-(1,3-dioxolan-2-yl)-3-((4-methoxybenzyl)oxy)benzyl)-1H-indol-3-yl)pyrimidin-2-yl)-N4-(2-(dimethylamino)ethyl)-2-methoxy-N4-methyl-5-nitrobenzene-1,4-diamine O1C(OCC1)C1=C(CN2C=C(C3=CC=CC=C23)C2=NC(=NC=C2)NC2=C(C=C(C(=C2)[N+](=O)[O-])N(C)CCN(C)C)OC)C=CC=C1OCC1=CC=C(C=C1)OC